CN(C)CC1N(CCN(C1)C(=O)OCC1=CC=CC=C1)C(=O)OCC1=CC=CC=C1 dibenzyl 2-((dimethylamino)methyl)piperazine-1,4-dicarboxylate